ClC(C(=O)N)(CCCCCC(=O)N)Cl dichlorooctanedioamide